OC1CCN(CC1)CC[C@H](C1=CC=C(C=C1)N1C(OCC1)=O)NC(=O)C1=CC2=CC=3C[C@H](CCC3N=C2C=C1)C1(CC1)C (S)-N-((R)-3-(4-hydroxypiperidin-1-yl)-1-(4-(2-oxooxazolidin-3-yl)phenyl)propyl)-7-(1-methylcyclopropyl)-5,6,7,8-tetrahydroacridine-2-carboxamide